[Cu].[Li].N[C@H](C(=O)N)CC1=C(C=C(C=C1)C1(CCN(CC1)C)C)F (2S)-2-amino-3-[4-(1,4-dimethyl-4-piperidinyl)-2-fluoro-phenyl]propanamide Lithium-Copper